(4-chlorophenyl)-1-p-toluenesulfonyl-5,6-dihydropyridin-2(1H)-one ClC1=CC=C(C=C1)C=1C(N(CCC1)S(=O)(=O)C1=CC=C(C)C=C1)=O